5-(2-chloro-5-(isobutyrylaminomethyl)benzoylamino)-N-(4-fluoro-3-(trifluoromethyl)benzyl)-1-(3-methoxypropyl)-1H-indole-2-carboxamide ClC1=C(C(=O)NC=2C=C3C=C(N(C3=CC2)CCCOC)C(=O)NCC2=CC(=C(C=C2)F)C(F)(F)F)C=C(C=C1)CNC(C(C)C)=O